ClC1=NC=2N(C(=C1F)Cl)N=CC2C(=O)OCC Ethyl 5,7-dichloro-6-fluoropyrazolo[1,5-a]pyrimidine-3-carboxylate